NCC1=CC(=C(C(=O)NC2=NC=C(C=C2F)C2CCCC2)C=C1[N+](=O)[O-])SC1=NN=NN1C 4-(aminomethyl)-N-(5-cyclopentyl-3-fluoro-2-pyridyl)-2-(1-methyltetrazol-5-yl)sulfanyl-5-nitro-benzamide